3,3-difluoroallylthiotriflate FC(=CCOS(=S)(=O)C(F)(F)F)F